(3Z)-8,8-dioctyloxy-3-octen-1-ol C(CCCCCCC)OC(CCC\C=C/CCO)OCCCCCCCC